2,4-dichlorobenzo[4,5]thiophene ClC=1SC2=C(C1)C(=CC=C2)Cl